(R)-2-(3-((1-ethylpiperidin-3-yl)amino)-5-methyl-1,2,4-triazin-6-yl)-5-ethynylphenol C(C)N1C[C@@H](CCC1)NC=1N=NC(=C(N1)C)C1=C(C=C(C=C1)C#C)O